O=C1N(C(C2=CC=CC=C12)=O)CC=1C=C(C#N)C=CC1 3-((1,3-dioxoisoindolin-2-yl)methyl)benzonitrile